6-((1,4-dioxan-2-yl)methoxy)-2-(4-ethoxyphenethyl)-3-ethylpyridin-4-ol O1C(COCC1)COC1=CC(=C(C(=N1)CCC1=CC=C(C=C1)OCC)CC)O